C(C)(C)(C)C1=C(C(=C(C(=O)[O-])C=C1)C)NCCCCCCCC(=O)OCC tert-butyl-((8-ethoxy-8-oxooctyl) amino)-2-methylbenzoate